2-[1-Benzyloxy-1-(trifluoromethyl)pent-4-enyl]-5-[3-chloro-6-(1-methylbut-3-enoxy)-5-(trifluoromethyl)-2-pyridyl]-1,3,4-oxadiazole C(C1=CC=CC=C1)OC(CCC=C)(C(F)(F)F)C=1OC(=NN1)C1=NC(=C(C=C1Cl)C(F)(F)F)OC(CC=C)C